di(2-ethyl pentyl) maleate C(\C=C/C(=O)OCC(CCC)CC)(=O)OCC(CCC)CC